4-[(2-t-butylphenyl)thio]benzophenone C(C)(C)(C)C1=C(C=CC=C1)SC1=CC=C(C(=O)C2=CC=CC=C2)C=C1